ClC1=C(C=CC=C1NC(C1=NC=C(C=C1)CNCCO)=O)C1=C(C(=CC=C1)NC=1N=CC=C2C=C(C=NC12)CNCCO)C N-(2-Chloro-3'-((3-(((2-hydroxyethyl)amino)methyl)-1,7-naphthyridin-8-yl)amino)-2'-methyl-[1,1'-biphenyl]-3-yl)-5-(((2-hydroxyethyl)amino)methyl)picolinamid